CC1(CC(CCC1)C(C)OC(C(=O)[O-])(C)C)C 2-(1-(3,3-dimethylcyclohexyl) ethoxy)-2-methylpropionate